NC=1C(=NC(=CN1)C1=CC(=C2CCN(CC2=C1)C)C)N1N=CC(=C1)O (3-amino-6-(2,5-dimethyl-1,2,3,4-tetrahydroisoquinolin-7-yl)pyrazin-2-yl)-1H-pyrazol-4-ol